C(C)(C)(C)C=1C(=NC(=NC1)Cl)Cl 5-tert-butyl-2,4-dichloro-pyrimidine